CC(CNC=1C2=C(N=C(N1)C1=CC=NC=C1)C=NC=C2)C N-(2-methylpropyl)-2-(pyridin-4-yl)pyrido[3,4-d]pyrimidin-4-amine